N4,N4'-diphenyl-N4,N4'-bis(9-phenyl-9H-carbazol-3-yl)biphenol-4,4'-diamine C1(=CC=CC=C1)N(C=1C=C(C(=CC1)O)C=1C(=CC=C(C1)N(C=1C=CC=2N(C3=CC=CC=C3C2C1)C1=CC=CC=C1)C1=CC=CC=C1)O)C=1C=CC=2N(C3=CC=CC=C3C2C1)C1=CC=CC=C1